[C@H]12CN(C[C@H](CC1)N2)C2=NC(=NC1=C(C(=C(C=C21)Cl)C2=CC=CC1=CC=CC=C21)F)OCCCCN(C)C 4-((R or S)-4-((1R,5S)-3,8-diazabicyclo[3.2.1]octan-3-yl)-6-chloro-2-(4-(dimethyl-amino)butoxy)-8-fluoro-quinazolin-7-yl)naphthalen